NC1=C2N=C(N(C2=NC=N1)CCC(=O)NCC)SC=1C=C2C(CCC2=CC1I)=O 3-[6-Amino-8-(6-iodo-3-oxo-indan-5-ylsulfanyl)-purin-9-yl]-N-ethyl-propionamide